CCC(=C)CC\C=C(/C)\CCC=C(C)C 6E-β-Farnesene